5-bromo-4-chloro-6-fluoro-8a,9,11,12-tetrahydropyrazino[2',1':3,4][1,4]oxazepino[5,6,7-de]quinazoline BrC=1C(=C2C3=C(N=CN=C3C1Cl)N1C(CO2)CNCC1)F